5-(5-fluoro-2-(2-fluoro-5-methoxy-4-methylphenylamino)pyrimidin-4-ylamino)benzo[d]oxazol-2(3H)-one trifluoroacetate salt FC(C(=O)O)(F)F.FC=1C(=NC(=NC1)NC1=C(C=C(C(=C1)OC)C)F)NC=1C=CC2=C(NC(O2)=O)C1